C[Si](CCOCN1N=C(C2=CC(=CC=C12)OC1(CC1)C)[Sn](C)(C)C)(C)C trimethyl-[2-[[5-(1-methylcyclopropoxy)-3-trimethylstannanyl-indazol-1-yl]methoxy]ethyl]silane